4-Bromo-N-(2-(2-chloroacetyl)-2-azaspiro[3.3]heptan-6-yl)-3-fluorobenzenesulfonamide BrC1=C(C=C(C=C1)S(=O)(=O)NC1CC2(CN(C2)C(CCl)=O)C1)F